C(C=C)(=O)N1C[C@@](CC1)(C1=C(C(=CC=C1F)Cl)Cl)NC=1C=C2C(N(C=NC2=CC1)C)=O 6-[(R)-1-acryloyl-3-(2,3-dichloro-6-fluorophenyl)-3-pyrrolidinylamino]-3-methyl-4(3H)-quinazolinone